methyl 2-{2-[(tert-butoxycarbonyl)amino]pyrimidin-4-yl}-3-iodo-4-oxo-1H,5H,6H,7H-pyrrolo[3,2-c]pyridine-6-carboxylate C(C)(C)(C)OC(=O)NC1=NC=CC(=N1)C1=C(C=2C(NC(CC2N1)C(=O)OC)=O)I